C(C1CO1)OCCCC(O[Si](OC)(C)C)C γ-glycidoxypropylmethyldimethyldimethoxysilane